FC1=C(OCCCNC(CCC(=O)O)=O)C(=CC=C1F)C=1N=C(SC1)N1CCOCC1 4-((3-(2,3-Difluoro-6-(2-morpholinothiazol-4-yl)phenoxy)propyl)amino)-4-oxobutanoic acid